COC(C1=C(C(=C(C(=C1)Cl)I)Cl)F)=O 3,5-dichloro-2-fluoro-4-iodo-benzoic acid methyl ester